2-Amino-6-((difluoromethoxy)methyl)-6-(3-methylisoxazol-4-yl)-7-oxo-4,5,6,7-tetrahydrobenzo[b]thiophene-3-carboxamide NC1=C(C2=C(S1)C(C(CC2)(C=2C(=NOC2)C)COC(F)F)=O)C(=O)N